CCCCCCCCCCCCCCCCCC(=O)N[C@@H](CO)[C@@H](/C=C/CCCCCCCCCC(C)C)O The molecule is an N-acyl-15-methylhexadecasphing-4-enine in which the acyl group has 18 carbons and 0 double bonds. It derives from a 15-methylhexadecasphing-4-enine.